C(C)(C)(C)OC(=O)N[C@H](CC(C(=O)O)C)CC1=CC(=C(C=C1)OP(=O)(O)O)NC(CCCCN1C(C=CC1=O)=O)=O (4R)-4-(tert-butoxycarbonylamino)-5-(3-(5-(2,5-dioxo-2,5-dihydro-1H-pyrrol-1-yl)pentanoylamino)-4-(phosphonooxy)phenyl)-2-methylpentanoic acid